(R)-6-(2-(4-Fluoro-3-methylphenyl)pyridin-3-yl)-N-(quinuclidin-3-yl)imidazo[1,2-a]pyridine-3-carboxamide FC1=C(C=C(C=C1)C1=NC=CC=C1C=1C=CC=2N(C1)C(=CN2)C(=O)N[C@H]2CN1CCC2CC1)C